4,4-difluoro-2,2-dimethylbutyric acid FC(CC(C(=O)O)(C)C)F